NC1=C(C(=NC(=N1)N1CCC(CC1)(C)N)C(=O)N)C1=CC(=CC=C1)Cl 6-Amino-2-(4-amino-4-methyl-piperidin-1-yl)-5-(3-chloro-phenyl)-pyrimidine-4-carboxylic acid amide